C(CCC)C1C(=NN(C1(C(=O)NCC(CN(C)C)(C)C)C)C1=CC=CC=C1)C1=CC=C(C=C1)F 4-Butyl-N-(3-(dimethylamino)-2,2-dimethylpropyl)-3-(4-fluorophenyl)-5-methyl-1-phenyl-4,5-dihydro-1H-pyrazole-5-carboxamide